hexyl aminoketovalerate NC(C(C(=O)OCCCCCC)=O)CC